BrC1=CC2=C(N(C(N2)=O)C2CC(C2)(C)O)C(=C1)C(F)(F)F 5-bromo-1-((cis)-3-hydroxy-3-methylcyclobutyl)-7-(trifluoromethyl)-1,3-dihydro-2H-benzo[d]imidazol-2-one